N1=CC(=CC=C1)/C=C/C(=O)NC1=C(C(=O)O)C=CC=C1 (E)-2-(3-(pyridin-3-yl)acrylamido)benzoic acid